C1(CC1)C1=CC(=NC(=N1)N(C(C)C)CC)C(=O)NC1=CC=C(C(=O)O)C=C1 4-(6-Cyclopropyl-2-(ethyl(isopropyl)amino)pyrimidine-4-carboxamido)benzoic acid